CC1(CC1)NN (1-methylcyclopropyl)hydrazine